C1(CC1)C(=O)N[C@H](C(=O)N1[C@@H]([C@H]2C([C@H]2C1)(C)C)C(=O)OC)CC1CC1 methyl (1R,2S,5S)-3-[(2S)-2-(cyclopropanecarbonylamino)-3-cyclopropyl-propanoyl]-6,6-dimethyl-3-azabicyclo[3.1.0]hexane-2-carboxylate